BrC1=C(C=C(C(=C1)Br)F)NC(C(F)(F)F)=O (2,4-dibromo-5-fluorophenyl)-2,2,2-trifluoroacetamide